FC1=C(C=CC(=C1)N1CCNCC1)C1=CC(=NC2=C(N=CC=C12)C1=CC=NN1)N1[C@@H](COCC1)C 4-[2-fluoro-4-(piperazin-1-yl)phenyl]-2-[(3R)-3-methylmorpholin-4-yl]-8-(1H-pyrazol-5-yl)-1,7-naphthyridine